C[C@@]12CCC[C@H]1[C@@H]1CCC3=CC(CCC3=C1CC2)=O estra-4,9-dien-3-one